COCCOC1=CC=C(C2=CC=CC=C12)[S+]1CCCC1 1-(4-(2-methoxyethoxy)naphthalen-1-yl)tetrahydrothiophen-1-ium